CC1=C(OCC(=O)O)C=CC(=C1)SCN1N=CN(C1=O)C1=CC=C(C=C1)S(=O)(=O)C 2-(2-methyl-4-(((4-(4-(methylsulfonyl)phenyl)-5-oxo-4,5-dihydro-1H-1,2,4-triazole-1-yl)methyl)thio)phenoxy)acetic acid